rac-(1r,2r,4s,5r,6s)-N-(2-fluoro-3-(trifluoromethyl)phenyl)-4-(2-fluoropyridin-4-yl)-6-hydroxy-8-oxatricyclo[3.2.1.02,4]octane-2-carboxamide FC1=C(C=CC=C1C(F)(F)F)NC(=O)[C@]12[C@H]3C[C@@H]([C@@H]([C@@]2(C1)C1=CC(=NC=C1)F)O3)O |r|